CC1([C-](N(C=C1)C)C)C tetramethyl-azoLide